tert-butyl ((2S)-1-(((4S)-8,8-dimethyl-5-oxo-7-(((R)-1,2,3,4-tetrahydronaphthalen-1-yl)carbamoyl)octahydropyrrolo[2,1-b][1,3]thiazepin-4-yl)amino)-1-oxopropan-2-yl)(methyl)carbamate CC1(CC2SCC[C@@H](C(N2C1C(N[C@@H]1CCCC2=CC=CC=C12)=O)=O)NC([C@H](C)N(C(OC(C)(C)C)=O)C)=O)C